ClC=1C=C2C(=C(C(NC2=CC1)=O)C(\C=C\C=1C=C2C=NN(C2=CC1)C)=O)C1=CC=CC=C1 6-chloro-3-[(E)-3-(1-methylindazol-5-yl)prop-2-enoyl]-4-phenyl-1H-quinolin-2-one